C(C)(=O)OCCOCCO diethylene glycol mono-acetate